(S)-4-((6-Fluoropyridin-3-yl)oxy)-N-(7-((3-hydroxyoxetan-3-yl)ethynyl)-5-methyl-4-oxo-2,3,4,5-tetrahydrobenzo[b][1,4]oxazepin-3-yl)pyridineamide FC1=CC=C(C=N1)OC1=CC(=NC=C1)C(=O)N[C@@H]1C(N(C2=C(OC1)C=CC(=C2)C#CC2(COC2)O)C)=O